FC1=CC(=C2C=C(NC(C2=C1)=O)CCCN1CCN(CC1)C1=CC=C(C=C1)F)C 7-fluoro-3-(3-(4-(4-fluorophenyl)piperazin-1-yl)propyl)-5-methyl-isoquinolin-1(2H)-one